methyl 3-[3-(3-bromopropoxy)phenyl]propanoate BrCCCOC=1C=C(C=CC1)CCC(=O)OC